CNC1=CC=C(C=C1)CS(=O)(=O)O 4-methylamino-benzenemethanesulfonic acid